4-(3-bromo-5-fluorophenyl)thiazol-2-amine BrC=1C=C(C=C(C1)F)C=1N=C(SC1)N